C(C)C1=C(C(=C2C=NC(=NN21)N[C@H]2[C@@H](COCC2)O)F)C#N 7-ethyl-5-fluoro-2-(((3S,4R)-3-hydroxytetrahydro-2H-pyran-4-yl)amino)pyrrolo[2,1-f][1,2,4]triazine-6-carbonitrile